6-(4-((4-Methoxypyridin-3-yl)(4-(trifluoromethyl)phenyl)amino)piperidin-1-yl)nicotinonitrile COC1=C(C=NC=C1)N(C1CCN(CC1)C1=NC=C(C#N)C=C1)C1=CC=C(C=C1)C(F)(F)F